Triazine-1,2,4(2H,4H,6H)triethanol N1(N(NC(CC1)CCO)CCO)CCO